C(C=C)(=O)N1CCN(CC1)C1=CC(=NC=2CN(CCC12)C1=CC=CC2=CC=CC(=C12)C)C(=O)N[C@@H](CN(C)C)C (R)-4-(4-acryloylpiperazin-1-yl)-N-(1-(dimethylamino)propan-2-yl)-7-(8-methylnaphthalen-1-yl)-5,6,7,8-tetrahydro-1,7-naphthyridine-2-carboxamide